methyl 5-((6-((6,7-dihydro-5H-pyrazolo[5,1-b][1,3]oxazin-3-yl)amino)-1-methyl-1H-pyrazolo[3,4-d]pyrimidin-3-yl)amino)-6-methylnicotinate N1=CC(=C2OCCCN21)NC2=NC=C1C(=N2)N(N=C1NC=1C(=NC=C(C(=O)OC)C1)C)C